FC1(CCC(CC1)[C@H](C(F)(F)F)NC(=O)C=1C=C2CN(C(C2=CC1)=O)C1C(NC(CC1)=O)=O)F N-((R)-1-(4,4-difluorocyclohexyl)-2,2,2-trifluoroethyl)-2-(2,6-dioxopiperidin-3-yl)-1-oxoisoindoline-5-carboxamide